ClC1=CC=C(C=C1)C=1C=CC=2N(C3=CC=CC=C3C2C1)C1=CC=CC=C1 3-(4-chlorophenyl)-9-phenyl-9H-carbazole